ClC1=C2C=C(NC2=CC=C1)CN1C(N(C=2N=C(N(C2C1=O)C)NC=1C=NC(=CC1)C(F)(F)F)C)=O 1-((4-chloro-1H-indol-2-yl)methyl)-3,7-dimethyl-8-(6-(trifluoromethyl)pyridin-3-ylamino)-1H-purine-2,6(3H,7H)-dione